C[Si](CCCN)(OCC)OCC (3-methyldiethoxysilylpropyl)amine